FC1(CCC(CC1)NC(=O)C1=CC2=C(N=C(S2)N2CC3CCC(C2)N3CCCF)C=C1)F N-(4,4-difluorocyclohexyl)-2-(8-(3-fluoropropyl)-3,8-diazabicyclo[3.2.1]octane-3-yl)benzo[d]thiazole-6-carboxamide